[Al].[Ti] titanium Aluminum